N-(4-(2-aminoethyl)phenyl)-4-(1,2,3,6-tetrahydropyridin-4-yl)thiophene-2-carboxamide NCCC1=CC=C(C=C1)NC(=O)C=1SC=C(C1)C=1CCNCC1